C(C)(C)(C)OC(=O)N1[C@H](CNCC1)CO.[2H]C(C(C)C)([2H])[2H] 2-(trideuteromethyl)propane tert-butyl-(R)-2-(hydroxymethyl)piperazine-1-carboxylate